COC1=C(C=C2C=CC(OC2=C1)=O)C1=CC=CC=C1 7-methoxy-2-oxo-6-phenyl-2H-chromene